C(#N)C1=CC=C(C=C1)NC1=NC(=NC=C1)SC(C(=O)O)CC ((4-((4-cyanophenyl)amino)pyrimidin-2-yl)thio)butanoic acid